5-methyl-2,4-di(propan-2-yl)phenol CC=1C(=CC(=C(C1)O)C(C)C)C(C)C